FC1=CC(=C(C(=C1)C(C)C)NC(=O)N=S(=O)(N)C=1C(=CC=CC1)C1=CC=CC=C1)C(C)C N'-((4-fluoro-2,6-diisopropylphenyl)carbamoyl)-[1,1'-biphenyl]-2-sulfonimidamide